4,5-dimethyl-octanediamine CC(CCC(N)N)C(CCC)C